F[C@H]1CN(C[C@H]1OS(=O)(=O)C1=CC=C(C=C1)C)C(=O)OC(C)(C)C tert-butyl (3S,4R)-3-fluoro-4-[(4-methylbenzenesulfonyl)oxy]pyrrolidine-1-carboxylate